1-((1-(2-(2,6-dioxopiperidin-3-yl)-1,3-dioxoisoindolin-5-yl)azetidin-3-yl)methyl)piperidin O=C1NC(CCC1N1C(C2=CC=C(C=C2C1=O)N1CC(C1)CN1CCCCC1)=O)=O